C(C)C1=CC=C(C=C1)OC(=O)N1CC2=CC(=CC=C2CC1)C(=O)N1CC2=CC=CC=C2C[C@H]1CN1CCOCC1 7-[(3S)-3-(morpholin-4-ylmethyl)-1,2,3,4-tetrahydroisoquinoline-2-carbonyl]-1,2,3,4-tetrahydroisoquinoline-2-carboxylic acid 4-ethylphenyl ester